N-((3-(7-(((3S,4R)-3-fluoro-1-methylpiperidin-4-yl)amino)-3-(1-fluorovinyl)pyrazolo[1,5-a]pyridin-2-yl)-1,2,4-oxadiazol-5-yl)methyl)cyclopropanecarboxamide F[C@H]1CN(CC[C@H]1NC1=CC=CC=2N1N=C(C2C(=C)F)C2=NOC(=N2)CNC(=O)C2CC2)C